(S)-1-naphthylamine C1(=CC=CC2=CC=CC=C12)N